C(=O)(OC(C)(C)C)N[C@@H]1C[C@H](CCC1)C(=O)O (1S,3S)-3-(Boc-amino)cyclohexanecarboxylic acid